C1(CCCC1)N1C(=NN=C1)C1=CC=CC(=N1)NC(C1=C(C=C(C(=C1)N1C=NC=C1CO)F)F)=O N-(6-(4-cyclopentyl-4H-1,2,4-triazol-3-yl)pyridin-2-yl)-2,4-difluoro-5-(5-(hydroxymethyl)-1H-imidazol-1-yl)benzamide